NC1=NC(=C(C=C1C=1C=C2CCNC(C2=CC1Cl)=O)C1=CC=C(C=C1)N1CCN(CC1)C(C)C)F 6-(2-amino-6-fluoro-5-(4-(4-isopropylpiperazin-1-yl)phenyl)pyridin-3-yl)-7-chloro-3,4-dihydroisoquinolin-1(2H)-one